Cl.N1=NC(=CC=C1)O pyridazin-3-ol hydrochloride